2-[(dimethylamino)methylene]-3-oxobutanamide CN(C)C=C(C(=O)N)C(C)=O